5-(((S)-1-(3,3-difluoropropyl)pyrrolidin-3-yl)oxy)thiophen FC(CCN1C[C@H](CC1)OC1=CC=CS1)F